ClC1=C(C=C(C=C1)[C@@H]1[C@@H](C(N(CC1)C1=CC(=NN1)C1=CC=NC=C1)=O)F)F cis-4-(4-chloro-3-fluorophenyl)-3-fluoro-1-(3-(pyridin-4-yl)-1H-pyrazol-5-yl)piperidin-2-one